CC1(C2=C(NO1)C=CC=C2)[2H] 3-methylbenzo[c]isoxazole-3-d